(2'-(diphenylphosphino)-[1,1'-binaphthyl]-2-yl)diphenylphosphine oxide C1(=CC=CC=C1)P(C1=C(C2=CC=CC=C2C=C1)C1=C(C=CC2=CC=CC=C12)P(C1=CC=CC=C1)(C1=CC=CC=C1)=O)C1=CC=CC=C1